nonatetracontane-36,37,38,39,40,41,42,43,44,45,46,47,48,49-tetradecol CCCCCCCCCCCCCCCCCCCCCCCCCCCCCCCCCCCC(C(C(C(C(C(C(C(C(C(C(C(C(CO)O)O)O)O)O)O)O)O)O)O)O)O)O